(4-(acryloyloxy)phenyl)dimethyl-sulfonium C(C=C)(=O)OC1=CC=C(C=C1)[S+](C)C